C(C)(=O)N1C(N(CC1)C1=C(C=C(C=C1)C1=C(C(=CC(=C1)F)C1=CC(=NC=C1)N1CCN(CC1)C(=O)OC(C)(C)C)O)Cl)=O tert-butyl 4-(4-(4'-(3-acetyl-2-oxoimidazolidin-1-yl)-3'-chloro-5-fluoro-2-hydroxy-[1,1'-biphenyl]-3-yl)pyridin-2-yl)piperazine-1-carboxylate